2-((2-(4-(2-(2,6-dioxopiperidin-3-yl)-1,3-dioxoisoindolin-4-yl)piperazin-1-yl)-2-oxoethyl)thio)acetic acid O=C1NC(CCC1N1C(C2=CC=CC(=C2C1=O)N1CCN(CC1)C(CSCC(=O)O)=O)=O)=O